C(C)(C)(C)OC(=O)N[C@H](C(=O)OC(C)(C)C)CC=1SC=C(N1)C=1OC=C(N1)C(N)=O tert-butyl (S)-2-((tert-butoxycarbonyl)amino)-3-(4-(4-carbamoyloxazol-2-yl)thiazol-2-yl)propanoate